N2-((1s,4s)-4-methoxycyclohexyl)-N4-methyl-5-(pyrazolo[1,5-a]pyrimidin-5-yl)-7H-pyrrolo[2,3-d]pyrimidine-2,4-diamine COC1CCC(CC1)NC=1N=C(C2=C(N1)NC=C2C2=NC=1N(C=C2)N=CC1)NC